3-fluoro-N-{4-fluoro-3-[5-(pyridin-3-yl)-2H-pyrazolo[3,4-b]pyridin-2-yl]phenyl}azetidine FC1CN(C1)C1=CC(=C(C=C1)F)N1N=C2N=CC(=CC2=C1)C=1C=NC=CC1